2-butoxycarbonylmethylthioethylamine hydrochloride Cl.C(CCC)OC(=O)CSCCN